CC1=C(C=2C=CN(C2C(=C1)C)S(=O)(=O)C1=CC=C(C)C=C1)C(=O)OC Methyl 5,7-dimethyl-1-tosyl-1H-indole-4-carboxylate